benzyl (S)-(5-(1,3-dioxoisoindolin-2-yl)-1-(4-phenoxyphenyl)pentyl)carbamate O=C1N(C(C2=CC=CC=C12)=O)CCCC[C@@H](C1=CC=C(C=C1)OC1=CC=CC=C1)NC(OCC1=CC=CC=C1)=O